COC(C1=C(C(=C(C(=C1)Cl)O)O)C)=O 5-chloro-3,4-dihydroxy-2-methylbenzoic acid methyl ester